1-((1-(3-methoxypropyl)cycloheptyl)methyl)-1H-pyrazole COCCCC1(CCCCCC1)CN1N=CC=C1